bis[bis[2-methyl-adamantylacetyloxymethoxyphenyl]phenylsulfonium] perfluoroethanedisulfonate FC(C(S(=O)(=O)[O-])(F)F)(S(=O)(=O)[O-])F.CC1C2(CC3CC(CC1C3)C2)CC(=O)OCOC2=C(C=CC=C2)[S+](C2=CC=CC=C2)C2=C(C=CC=C2)OCOC(CC23C(C1CC(CC(C2)C1)C3)C)=O.CC3C1(CC2CC(CC3C2)C1)CC(=O)OCOC1=C(C=CC=C1)[S+](C1=CC=CC=C1)C1=C(C=CC=C1)OCOC(CC12C(C3CC(CC(C1)C3)C2)C)=O